1,3,5-benzentricarboxylic acid C1(=CC(=CC(=C1)C(=O)O)C(=O)O)C(=O)O